[Si](C1=CC=CC=C1)(C1=CC=CC=C1)(C(C)(C)C)OCC1=CC=C(OC(C(=O)O)CCCC=O)C=C1 (4-[[(tert-butyldiphenylsilyl)oxy]methyl]phenoxy)-6-oxohexanoic acid